N[C@@H](CC(=O)O)C(=O)N1[C@@H](CCC1)C(=O)O L-aspartyl-L-proline